trans-(7RS,9RS)-3-cyclopropyl-7,9-bis[(4-ethyl-1,2,4-triazol-3-yl)amino]-N-(2-methylpropyl)-8,9-dihydro-7H-cyclopenta[h]isoquinoline-5-sulfonamide C1(CC1)C=1N=CC=2C3=C(C=C(C2C1)S(=O)(=O)NCC(C)C)[C@@H](C[C@H]3NC3=NN=CN3CC)NC3=NN=CN3CC |r|